[Fe-4](C#N)(C#N)(C#N)(C#N)(C#N)C#N.[Cu](C#N)(C#N)(C#N)(C#N)(C#N)C#N.[Ni+2].[Ni+2] nickel copper hexacyanide ferrocyanide